OCC[NH+](CC(CCCCCCCCCC)O)CCO N,N-bis(2-hydroxyethyl)-N-(2-hydroxydodecyl)ammonium